(1S,3S,4S)-N-[(1S)-1-Cyano-2-[(3S)-2-oxopyrrolidin-3-yl]ethyl]-2-[(2R)-3-cyclopropyl-2-[(5-methyl-3-pyridyl)amino]propanoyl]-5,5-difluoro-2-azabicyclo[2.2.2]octane-3-carboxamide C(#N)[C@H](C[C@H]1C(NCC1)=O)NC(=O)[C@H]1N([C@@H]2CC([C@H]1CC2)(F)F)C([C@@H](CC2CC2)NC=2C=NC=C(C2)C)=O